N-[[4-(2-amino-2-oxo-ethoxy)-2-fluoro-phenyl]methyl]-7-(4-bromo-3-chloro-benzoyl)-3-oxo-2-[4-(2,2,2-trifluoroethoxy)phenyl]-6,8-dihydro-5H-imidazo[1,5-a]pyrazine-1-carboxamide NC(COC1=CC(=C(C=C1)CNC(=O)C=1N(C(N2C1CN(CC2)C(C2=CC(=C(C=C2)Br)Cl)=O)=O)C2=CC=C(C=C2)OCC(F)(F)F)F)=O